ClC1=CC(=C(C=N1)C(=O)O)C1=C(C=NC(=C1)Cl)C(=O)O 6,6'-dichloro-[4,4'-bipyridine]-3,3'-dicarboxylic acid